ClS(=O)(=O)C1=CC=C(C(=O)O)C=C1 4-(chlorosulfonyl)benzoic acid